C[Si](OC1=CCC(=CC1)O[Si](C)(C)C)(C)C 1,4-bis((trimethylsilyl)oxy)cyclohexane-1,4-diene